4-(3-chlorobenzyl)pyridin-2-ylcarbamic acid tert-butyl ester C(C)(C)(C)OC(NC1=NC=CC(=C1)CC1=CC(=CC=C1)Cl)=O